O1C(=CC=C1)C=1NC(C2=C(N1)C(=NN2C)CCC)=O 5-(2-furyl)-1-methyl-3-propyl-1,6-dihydro-7H-pyrazolo[4,3-d]pyrimidin-7-one